monofluoro-di(t-butyl)triphenylsulfonium FC1=C(C(=C(C=C1)[S+](C1=CC=CC=C1)C1=CC=CC=C1)C(C)(C)C)C(C)(C)C